(S)-5-((tert-butyldimethylsilyl)oxy)-8-((tert-butyldiphenylsilyl)oxy)-3-methyleneoctan-2-one [Si](C)(C)(C(C)(C)C)O[C@H](CC(C(C)=O)=C)CCCO[Si](C1=CC=CC=C1)(C1=CC=CC=C1)C(C)(C)C